NC1=NC(=CC=C1C1CC2(CC(C2)(F)F)CCN1CC1=C2C=CN(C2=C(C=C1OC)C)C(=O)OC(C)(C)C)C(=O)OC tert-Butyl 4-((6-(2-amino-6-(methoxycarbonyl)pyridin-3-yl)-2,2-difluoro-7-azaspiro[3.5]nonan-7-yl)methyl)-5-methoxy-7-methyl-1H-indole-1-carboxylate